2-amino-N-(4-hydroxy-bicyclo[2.2.2]oct-1-yl)-5-(4-((1R,5S)-3-(tetrahydro-2H-pyran-4-yl)-3-azabicyclo[3.1.0]hex-1-yl)phenyl)nicotinamide phosphate P(=O)(O)(O)O.NC1=C(C(=O)NC23CCC(CC2)(CC3)O)C=C(C=N1)C1=CC=C(C=C1)[C@@]13CN(C[C@H]3C1)C1CCOCC1